NC(C)C1(CCN(CC1)C=1C(=NC(=C(N1)C)C=1N(C(N=CC1)N1CC(CC1)CO)Cl)CO)C (3-(4-(1-aminoethyl)-4-methylpiperidin-1-yl)-6-(3-chloro-2-(3-(hydroxymethyl)pyrrolidin-1-yl)pyrimidin-4-yl)-5-methylpyrazin-2-yl)methanol